2-amino-6,7,8,9-tetrahydro-5H-5,8-epiminocyclohepta[d]pyrimidin-2-amine NC1(N=CC2=C(N1)CC1CCC2N1)N